3-bromo-5,7-dihydrofuro[3,4-b]Pyridine BrC=1C=C2C(=NC1)COC2